1-tert-Butoxycarbonyl-5-((6-(acetylamino)-5-ethoxycarbonylpyrimidin-4-yl)amino)-6-methoxyindazole C(C)(C)(C)OC(=O)N1N=CC2=CC(=C(C=C12)OC)NC1=NC=NC(=C1C(=O)OCC)NC(C)=O